C(#N)C1(CC1)N(S(=O)(=O)C=1C=C(C=2N(C1)C(=NC2)C=2SC(=NN2)C(F)(F)F)C2CCN(CC2)C(=O)OC(C)(C)C)COCC[Si](C)(C)C Tert-butyl 4-(6-(N-(1-cyanocyclopropyl)-N-((2-(trimethylsilyl)ethoxy)methyl)sulfamoyl)-3-(5-(trifluoromethyl)-1,3,4-thiadiazol-2-yl)imidazo[1,5-a]pyridin-8-yl)piperidine-1-carboxylate